(E)-1-(4-nitrophenyl)-3-phenylprop-2-en-1-one [N+](=O)([O-])C1=CC=C(C=C1)C(\C=C\C1=CC=CC=C1)=O